(+/-)-5-(trans-3-fluoro-4-hydroxypiperidin-1-yl)-N-methyl-7-(trifluoromethyl)thieno[3,2-b]pyridine-3-carboxamide F[C@@H]1CN(CC[C@H]1O)C1=CC(=C2C(=N1)C(=CS2)C(=O)NC)C(F)(F)F |r|